C(C)(=O)O[C@@H](C(=O)O)[C@H](C(=O)OCC(C#CC1=CC2=C(OC[C@@H](C(N2C)=O)NC(=O)C2=NC=CC(=C2)OC2=CC=CC=C2)C=C1)(C)C)OC(C)=O (2R,3R)-2,3-diacetoxy-4-((2,2-dimethyl-4-((S)-5-methyl-4-oxo-3-(4-phenoxypyridinamido)-2,3,4,5-tetrahydrobenzo[b][1,4]oxazepin-7-yl)but-3-yn-1-yl)oxy)-4-oxobutanoic acid